6-(3-(adamantan-1-yl)-4-hydroxyphenyl)-2-naphthamide C12(CC3CC(CC(C1)C3)C2)C=2C=C(C=CC2O)C=2C=C3C=CC(=CC3=CC2)C(=O)N